FC1=C(C=CC=C1)C=1N=NSC1N 4-(2-Fluorophenyl)thiadiazole-5-amine